selenoniocysteine [SeH2+]N[C@@H](CS)C(=O)O